mono[2-(dimethylamino)-1-[[2-[2-(3-methoxyphenyl) ethyl] phenoxy] methyl] ethyl] succinate hydrochloride Cl.C(CCC(=O)O)(=O)OC(CN(C)C)COC1=C(C=CC=C1)CCC1=CC(=CC=C1)OC